2-{6-chloro-4-[5-methyl-2-(4-methyl-1,2,4-triazol-3-yl)phenyl]pyridin-2-yl}-6-[(cyclopentylamino)methyl]-4-(trifluoromethyl)-3H-isoindol-1-one ClC1=CC(=CC(=N1)N1C(C2=CC(=CC(=C2C1)C(F)(F)F)CNC1CCCC1)=O)C1=C(C=CC(=C1)C)C1=NN=CN1C